N-[2-bromo-4-(1,1,1,2,3,3,3-heptafluoropropan-2-yl)-6-trifluoromethoxyphenyl]-3-[N-(cyclopropylmethyl)-4-cyanobenzamido]-2-fluorobenzamide BrC1=C(C(=CC(=C1)C(C(F)(F)F)(C(F)(F)F)F)OC(F)(F)F)NC(C1=C(C(=CC=C1)N(C(C1=CC=C(C=C1)C#N)=O)CC1CC1)F)=O